OC=1C(=NNC1)C(C)=O 1-(4-hydroxy-1H-pyrazol-3-yl)ethanone